2-((1S,2R)-1-(2-cyanophenyl)-1-(1-methyl-1H-pyrazol-5-yl)propan-2-yl)-5-hydroxy-N-(isoxazol-4-yl)-1-methyl-6-oxo-1,6-dihydropyrimidine-4-carboxamide C(#N)C1=C(C=CC=C1)[C@H]([C@@H](C)C=1N(C(C(=C(N1)C(=O)NC=1C=NOC1)O)=O)C)C1=CC=NN1C